C(C)C=1C=C(C=C(C1)CC)[C@@H](C)C1=C(C(=CC(=C1)C)[C@H](C)C1=CC(=CC(=C1)CC)CC)/N=C/C=N/C1=C(C=C(C=C1[C@H](C)C1=CC(=CC(=C1)CC)CC)C)[C@H](C)C1=CC(=CC(=C1)CC)CC (1E,2E)-N1,N2-bis(2,6-bis((R)-1-(3,5-diethylphenyl)ethyl)-4-methylphenyl)ethane-1,2-diimine